tert-butyl 9-(1-(2,6-dioxopiperidin-3-yl)-1H-benzo[d][1,2,3]triazol-6-yl)-3,9-diazaspiro[5.5]undecane-3-carboxylate O=C1NC(CCC1N1N=NC2=C1C=C(C=C2)N2CCC1(CCN(CC1)C(=O)OC(C)(C)C)CC2)=O